C(CC1OC2(OC1)CCC(CC2)(C(=O)[O-])NC(CC2=C(C=CC(=C2)C)C)=O)C2OC1(OC2)CCC(CC1)(C(=O)[O-])NC(CC1=C(C=CC(=C1)C)C)=O Ethan-1,2-diyl-bis(8-{[(2,5-dimethylphenyl)acetyl] amino}-1,4-dioxaspiro[4.5]decan-8-carboxylat)